CN(CCN(C(CC1=CC=CC=C1)=O)C=1N(C(N(C(C1)=O)C1=CC=C(C=C1)C)=O)C1=CC=C(C=C1)C)C N-[2-(dimethylamino)ethyl]-N-(2,6-dioxo-1,3-di-p-tolyl-1,2,3,6-tetrahydropyrimidin-4-yl)-2-phenylacetamide